C(C)(CC)C1C(NC2=C(CN1C(C(C(=O)N)(C)C)=O)C=CC=C2)=O 3-(3-(sec-butyl)-2-oxo-1,2,3,5-tetrahydro-4H-benzo[1,4]diazepin-4-yl)-2,2-dimethyl-3-oxopropanamide